C(CCCC)=O alpha-pentanone